(3-Phenylthioureidopropyl)-3-butylimidazole hexafluorophosphate F[P-](F)(F)(F)(F)F.C1(=CC=CC=C1)NC(NCCCC1=NC=CN1CCCC)=S